5-{4-[2-(2-ethoxyethoxy)ethoxy]phenyl}-2-[4,7,10-tris(carboxymethyl)-1,4,7,10-tetraazacyclododecan-1-yl]pentanoic acid C(C)OCCOCCOC1=CC=C(C=C1)CCCC(C(=O)O)N1CCN(CCN(CCN(CC1)CC(=O)O)CC(=O)O)CC(=O)O